BrC1=CC=2N(C=C1NC(=O)C1=NC(=CC=C1)C(F)(F)F)C=C(N2)CCC(=O)OCC ethyl 3-[7-bromo-6-[[6-(trifluoromethyl) pyridine-2-carbonyl]amino] imidazo[1,2-a]pyridin-2-yl]propanoate